(tetrahydrofuran-3-yl)methanol O1CC(CC1)CO